(R)-2-(3-butenyl)alanine C(CC=C)[C@](N)(C)C(=O)O